N-(4-(7-methoxy-6-(3-((1R,4R)-5-methyl-2,5-diazabicyclo[2.2.1]heptane-2-yl)propoxy)quinazolin-4-yl)phenyl)-2-(4-(trifluoromethyl)phenyl)acetamide COC1=C(C=C2C(=NC=NC2=C1)C1=CC=C(C=C1)NC(CC1=CC=C(C=C1)C(F)(F)F)=O)OCCCN1[C@H]2CN([C@@H](C1)C2)C